ClC1=C(C=CC=C1)[C@H]1[C@H](CNC1)C(=O)N1CCC(CC1)(C(=O)N[C@H](C)\C=C/S(=O)(=O)C)F 1-((3R,4R)-4-(2-chlorophenyl)pyrrolidine-3-carbonyl)-4-fluoro-N-((R,Z)-4-(methylsulfonyl)but-3-en-2-yl)piperidine-4-carboxamide